tert-butyl ((3S,4S)-8-(3-iodo-1-(tetrahydro-2H-pyran-2-yl)-1H-pyrazolo[3,4-b]pyrazin-6-yl)-3-methyl-2-oxa-8-azaspiro[4.5]decan-4-yl)carbamate IC1=NN(C2=NC(=CN=C21)N2CCC1([C@@H]([C@@H](OC1)C)NC(OC(C)(C)C)=O)CC2)C2OCCCC2